chloro[2-(di-tert-butylphosphino)-2',4',6'-triisopropyl-1,1'-biphenyl] ClC=1C(=C(C=CC1)C1=C(C=C(C=C1C(C)C)C(C)C)C(C)C)P(C(C)(C)C)C(C)(C)C